3,3-difluoro-1,3-dihydro-2H-pyrrolo[2,3-b]pyridine-2-one FC1(C(NC2=NC=CC=C21)=O)F